aminopropyldiethylethoxysilane NCCC[Si](OCC)(CC)CC